OCC1CCC(CC1)N(C(OCC1=CC=C(C=C1)[N+](=O)[O-])=O)C 4-nitrobenzyl ((1s,4s)-4-(hydroxymethyl)cyclohexyl)(methyl)carbamate